ClC1=C(C=C(C=C1)C1=CC(=CC=C1)C([2H])OC=1C=C2CN(C(C2=CC1)=O)C1CCCC1)C(=O)O 4-Chloro-3'-(((2-cyclopentyl-1-oxoisoindolin-5-yl)oxy)methyl-d)-[1,1'-biphenyl]-3-carboxylic acid